FC(C1=CC=C(C=C1)C1=C(CCCC2=C1C=CC(=C2)C(=O)O)C2=C(C=C(C=C2)F)C)(C2CN(C2)CCCF)F 9-(4-(difluoro(1-(3-fluoropropyl)azetidin-3-yl)methyl)phenyl)-8-(4-fluoro-2-methylphenyl)-6,7-dihydro-5H-benzo[7]annulene-3-carboxylic acid